rac-tert-Butyl [2-hydroxy-2-(pyridin-3-yl)ethyl]carbamate O[C@@H](CNC(OC(C)(C)C)=O)C=1C=NC=CC1 |r|